4-(1,2,3-benzothiadiazol-4-yl)-7,7-dimethyl-2-(2-(2-propenoyl)-2,6-diazaspiro[3.4]octan-6-yl)-7,8-dihydro-5H-pyrano[4,3-b]pyridine-3-carbonitrile S1N=NC2=C1C=CC=C2C2=C1C(=NC(=C2C#N)N2CC3(CN(C3)C(C=C)=O)CC2)CC(OC1)(C)C